1-[4-(5-Hydroxypyridin-2-yl)-piperazin-1-yl]-3-(3-trifluoromethyl-phenyl)-propan-1-one OC=1C=CC(=NC1)N1CCN(CC1)C(CCC1=CC(=CC=C1)C(F)(F)F)=O